Cl.O1CC[C@@H](C2=CC=CC=C12)N (S)-chroman-4-amine hydrochloride